C(=O)(O)C1=C(C(=C2OC=3C(=C(C(=C(C3CC2=C1)I)I)I)I)O)C1=CC=CC=C1 carboxyphenyl-hydroxyl-tetraiodo-xanthene